1-(4-(3-methoxypyrrolidine-1-carbonyl)phenyl)ethan-1-one ethyl-1-methyl-2-((6-(trifluoromethoxy)benzo[d]oxazol-2-yl)amino)-1H-benzo[d]imidazole-5-carboxylate C(C)OC(=O)C1=CC2=C(N(C(=N2)NC=2OC3=C(N2)C=CC(=C3)OC(F)(F)F)C)C=C1.COC1CN(CC1)C(=O)C1=CC=C(C=C1)C(C)=O